C1(CC1)[C@@H](\C=C\S(=O)(=O)C)NC(OC(C)(C)C)=O tert-butyl N-[(E,1S)-1-cyclopropyl-3-methylsulfonyl-allyl]carbamate